CN1CCN(CC1)CCCN1C=NC2=C1C=C(C=C2)C=2C(=NC=CC2)C=2C=C(C=CC2)C 1-(3-(4-Methylpiperazin-1-yl)propyl)-6-(2-m-tolylpyridin-3-yl)-1H-benzo[d]imidazole